acrylamido-2-methylpropanesulfonic acid sodium salt [Na+].C(C=C)(=O)NC(C(C)C)S(=O)(=O)[O-]